C1(=CC=CC=C1)N1NC(C=C1C1=CC(=CC(=C1)OC)OC)C=CC1=CC(=CC(=C1)OC)OC 1-phenyl-3-(3,5-dimethoxystyryl)-5-(3,5-dimethoxyphenyl)-dihydropyrazole